2-(Benzyl(2-hydroxyethyl)amino)-1-(pyridine-2-yl)ethane-1-d-1-ol-d C(C1=CC=CC=C1)N(CC(O[2H])([2H])C1=NC=CC=C1)CCO